FC=1C=CC=C2CCN(C12)C=1C=C(SC1B1OC(C(O1)(C)C)(C)C)C(C)(C)O 2-(4-(7-fluoro-indolin-1-yl)-5-(4,4,5,5-tetramethyl-1,3,2-dioxaborolan-2-yl)thiophen-2-yl)propan-2-ol